CC(C(N)N)CCC(C)C 2,5-dimethylhexanediamine